N6-[(5-iodothien-3-yl)methyl]adenosine IC1=CC(=CS1)CNC=1C=2N=CN([C@H]3[C@H](O)[C@H](O)[C@@H](CO)O3)C2N=CN1